P(=O)(O)(O)O.O=S oxysulfide phosphate